C12=C3N=NC(N=C3CC2=CC=2C(CCC2C1)=O)=O triazatetracyclo[7.7.0.02,7.011,15]hexadeca-1,3,6,9,11(15)-pentaene-5,12-dione